ClC=1C(=NC(=NC1)NC1=CC(=C(C=C1)F)C1(CC1)S(=O)(=O)C)C=1C=C2C(CN=CC2=CC1)(C)C 6-(5-Chloro-2-((4-fluoro-3-(1-(methylsulfonyl)cyclopropyl)phenyl)amino)pyrimidin-4-yl)-4,4-Dimethyl-3,4-dihydroisoquinolin